C(#N)C1=CC=C(C=N1)COC1=NC=CC(=N1)C1=CC(=C(CC2=NC3=C(N2C[C@H]2OCC2)C=C(C=C3)C(=O)OC)C=C1F)F methyl (S)-2-(4-(2-((6-cyanopyridin-3-yl)methoxy)pyrimidin-4-yl)-2,5-difluorobenzyl)-1-(oxetan-2-ylmethyl)-1H-benzo[d]imidazole-6-carboxylate